CN1N=C(C(=C1N1N=CC(=C1)B1OC(C(O1)(C)C)(C)C)C(F)(F)F)C(C(F)(F)F)(F)F 2'-methyl-5'-(perfluoroethyl)-4-(4,4,5,5-tetramethyl-1,3,2-dioxaborolan-2-yl)-4'-(trifluoromethyl)-2'H-1,3'-bipyrazole